4-chloropyridin-4-amine ClC1(CC=NC=C1)N